2-acetamido-2,6-dideoxy-xylo-hexos-4-ulose C(C)(=O)N[C@@H](C=O)[C@@H](O)C(=O)[C@H](O)C